3-chloro-9-(3,4-difluorophenyl)-2-methyl-7-((2R,4R)-2-(1-methyl-1H-pyrazol-4-yl)tetrahydro-2H-pyran-4-yl)-4H-pyrazino[1,2-a]pyrimidin-4-one ClC1=C(N=C2N(C1=O)C=C(N=C2C2=CC(=C(C=C2)F)F)[C@H]2C[C@@H](OCC2)C=2C=NN(C2)C)C